C(OC=1C(=C2C=CNC2=C(C1)C)CN1[C@@H](CC2(CCCO2)CC1)C1=CC=C(C(=O)O)C=C1)([2H])([2H])[2H] 4-((7S)-8-((5-(methoxy-d3)-7-methyl-1H-indol-4-yl)methyl)-1-oxa-8-azaspiro[4.5]dec-7-yl)benzoic acid